((R)-1-(3-(((S)-1-acryloylpyrrolidin-2-yl)methyl)ureido)-2-phenylethyl)boronic acid C(C=C)(=O)N1[C@@H](CCC1)CNC(N[C@@H](CC1=CC=CC=C1)B(O)O)=O